NCCCC(CCCN)N (3-aminopropyl)-1,4-diaminobutane